The molecule is a 4-(1-hydroxy-2-{[4-(4-hydroxyphenyl)butan-2-yl]amino}ethyl)phenol in which the carbon bearing the hydroxy group has S configuration while the remaining stereocentre has R configuration. It is an enantiomer of a 4-[(1R)-1-hydroxy-2-{[(2S)-4-(4-hydroxyphenyl)butan-2-yl]amino}ethyl]phenol. C[C@H](CCC1=CC=C(C=C1)O)NC[C@H](C2=CC=C(C=C2)O)O